(S)-(6,6'-dimethoxybiphenyl-2,2'-diyl)bis(diisopropyl-phosphine) COC1=CC=CC(=C1C1=C(C=CC=C1OC)P(C(C)C)C(C)C)P(C(C)C)C(C)C